vinyl benzoate fluorine [F].C(C1=CC=CC=C1)(=O)OC=C